4-(isopropylamino)-6-(1H-pyrazol-4-yl)quinoline-3-carboxylic acid HCl Cl.C(C)(C)NC1=C(C=NC2=CC=C(C=C12)C=1C=NNC1)C(=O)O